C(C1=CC=CC=C1)OC1=CC(=CC2=C1C=CO2)C=O 4-Benzyloxybenzofuran-6-carbaldehyde